2-(cyclopentylsulfanyl)-1-(4-(5-(trifluoromethyl)-1,2,4-oxadiazol-3-yl)phenyl)ethan-1-one C1(CCCC1)SCC(=O)C1=CC=C(C=C1)C1=NOC(=N1)C(F)(F)F